methyl 6-chloro-3-[4-[[(2R,4S)-4-hydroxy-1-methyl-pyrrolidin-2-yl]methoxy]anilino]-5-methyl-pyrazine-2-carboxylate ClC1=C(N=C(C(=N1)C(=O)OC)NC1=CC=C(C=C1)OC[C@@H]1N(C[C@H](C1)O)C)C